(S)-2-aminopropionamide hydrochloride Cl.N[C@H](C(=O)N)C